tert-butyl trans-3-methyl-4-aminopyrrolidine-1-carboxylate C[C@@H]1CN(C[C@H]1N)C(=O)OC(C)(C)C